Cl.NC1=CC2=C(N=C(N=C2)NC2=NC=C(C=C2)N2CCNCC2)N(C1=O)C1CCCC1 6-Amino-8-cyclopentyl-2-(5-piperazin-1-yl-pyridin-2-ylamino)-8H-pyrido[2,3-d]pyrimidin-7-one hydrochloride